(+/-)-3-chloroamphetamine HCl Cl.ClC=1C=C(C[C@H](N)C)C=CC1 |r|